C(#N)C1=C(OCC=2C=C(OC3CCN(CC3)CC3=NC4=C(N3C[C@H]3OCC3)C=C(C=C4)C(=O)O)C=CC2)C=CC(=C1)F (S)-2-((4-(3-((2-Cyano-4-fluorophenoxy)methyl)phenoxy)piperidin-1-yl)methyl)-1-(oxetan-2-ylmethyl)-1H-benzo[d]imidazole-6-carboxylic acid